(S)-3-cyclohexylmorpholine C1(CCCCC1)[C@@H]1NCCOC1